6-methoxy-7-benzyloxy-4-(4-nitrophenoxy)cinnoline COC=1C=C2C(=CN=NC2=CC1OCC1=CC=CC=C1)OC1=CC=C(C=C1)[N+](=O)[O-]